OC1CN(CCC1N1C([C@H](CC1)OC[C@H](C)OC1=C(C(NN=C1)=O)C(F)(F)F)=O)C1=NC=C(C=N1)C(F)(F)F Syn-5-(((2S)-1-(((3S)-1-(3-hydroxy-1-(5-(trifluoromethyl)pyrimidin-2-yl)piperidin-4-yl)-2-oxopyrrolidin-3-yl)oxy)propan-2-yl)oxy)-4-(trifluoromethyl)pyridazin-3(2H)-one